F[C@H]1[C@@H](N(C2CC1C2)C(=O)C=2N=C(SC2C2=CC=CC=C2)C)COC2=NC=C(C=C2)F (3s,4r)-4-fluoro-3-{[(5-fluoropyridin-2-yl)oxy]methyl}-2-(2-methyl-5-phenyl-1,3-thiazole-4-carbonyl)-2-azabicyclo[3.1.1]heptane